Cl.CN(C1=NC2=CC=CC=C2N=C1)C N,N-dimethylquinoxalin-2-amine hydrochloride